ClC1=C(C=C(C=C1)C=1C(=NN(C1O)C1=NC=C(C(=O)O)C=C1)C)F 6-(4-(4-chloro-3-fluorophenyl)-5-hydroxy-3-methyl-1H-pyrazol-1-yl)nicotinic acid